3-[({4-[7-(aminocarbonyl)-2H-indazole-2-yl]benzyl}ammonio)methyl]-1-methylpyrrolidinium 2'-O-methoxycytidine-3'-phosphate P(=O)([O-])([O-])O[C@H]1[C@H]([C@@H](O[C@@H]1CO)N1C(=O)N=C(N)C=C1)OOC.NC(=O)C1=CC=CC2=CN(N=C12)C1=CC=C(C[NH2+]CC2C[NH+](CC2)C)C=C1